BrC=1C=2N(C(=CC1)C(=C)O[Si](C)(C)C(C)(C)C)N=CN2 8-bromo-5-(1-((tert-butyldimethylsilyl)oxy)vinyl)-[1,2,4]triazolo[1,5-a]pyridine